C(C)SC1=C(C=O)C=CC(=C1)F 2-(ethylsulfanyl)-4-fluorobenzaldehyde